BrC=1C=CC2=C(CN(CC3(O2)CC3)CC3=CC=C(C=C3)OC)N1 7'-Bromo-4'-(4-methoxybenzyl)-4',5'-dihydro-3'H-spiro[cyclopropane-1,2'-pyrido[2,3-f][1,4]oxazepine]